5-(8-chloronaphthalen-1-yl)-2-(3,5-dimethylphenyl)-4-(4-neopentyl-phenyl)pyridine ClC=1C=CC=C2C=CC=C(C12)C=1C(=CC(=NC1)C1=CC(=CC(=C1)C)C)C1=CC=C(C=C1)CC(C)(C)C